behenyl phosphate potassium salt [K+].P(=O)(OCCCCCCCCCCCCCCCCCCCCCC)([O-])[O-].[K+]